C(C=C)OC1=NC(=NC=C1)N 4-(allyloxy)pyrimidin-2-amine